mono(trifluoromethyl)benzene FC(F)(F)C1=CC=CC=C1